ethyl octanoate (ETHYL CAPRYLATE) C(C)C(C(=O)O)CCCCCC.C(CCCCCCC)(=O)OCC